C(CCC)[Sn](CCCC)(CCCC)CCCC tetra(n-butyl)tin